C1(CC1)C1=NC=NC(=C1C1=NC=C(C(=N1)NCC1=CC=C(C=C1)C=1C=2N(C=CN1)C=CN2)OC)OC 4'-Cyclopropyl-N-(4-(imidazo[1,2-a]pyrazin-8-yl)benzyl)-5,6'-dimethoxy-[2,5'-bipyrimidin]-4-amine